8-[[3-[[3-[(4,6,8-trisulfonaphthalen-1-yl)carbamoyl]phenyl]carbamoylamino]benzoyl]amino]naphthalene-1,3,5-trisulfonic acid S(=O)(=O)(O)C1=CC=C(C2=C(C=C(C=C12)S(=O)(=O)O)S(=O)(=O)O)NC(=O)C=1C=C(C=CC1)NC(=O)NC=1C=C(C(=O)NC2=CC=C(C=3C=C(C=C(C23)S(=O)(=O)O)S(=O)(=O)O)S(=O)(=O)O)C=CC1